FC(C(=O)O)(F)F.NCCCC(=O)N[C@H](CN1[C@@H](C[C@H](C1)O)C(=O)NCC1=CC=C(C=C1)C1=C(N=CS1)C)C(C)(C)C (2S,4R)-1-((S)-2-(4-aminobutanamido)-3,3-dimethylbutyl)-4-hydroxy-N-(4-(4-methylthiazol-5-yl)benzyl)pyrrolidine-2-carboxamide trifluoroacetate